C(C)(C)OC[C@@H]1N(CCNC1)C (R)-2-(isopropoxymethyl)-1-methylpiperazine